FC([C@@H]1C[C@@H](CCC1)CN)(F)F ((1R,3S)-3-(trifluoromethyl)cyclohexyl)methylamine